C(C=C)N(C(=O)C1=NC(=CC=C1C)Br)C N-allyl-6-bromo-N,3-dimethylpyridineamide